C(CCCCCCCCCC)(=O)Cl undecylic acid chloride